N-[(S)-1-(4-fluoro-3-methoxyphenyl)ethyl]-4-[(R)-5-methyl-1,4-diazepan-1-yl]-8-cyclopropyl-6-methyl-1,7-diaza-3-naphthamide FC1=C(C=C(C=C1)[C@H](C)NC(=O)C=1C=NC2=C(N=C(C=C2C1N1CCN[C@@H](CC1)C)C)C1CC1)OC